1-((3-chlorobenzyl)sulfonyl)-3-((dimethylamino)methyl)-4-(3-methoxyphenyl)piperidin-4-ol ClC=1C=C(CS(=O)(=O)N2CC(C(CC2)(O)C2=CC(=CC=C2)OC)CN(C)C)C=CC1